C[C@H]1[C@H]2[C@H](C[C@@H]3[C@@]2(CC[C@H]4[C@H]3CC[C@H]5[C@@]4(CC[C@@H](C5)O)C)C)O[C@]16CCC(CO6)C Spirostanol